C(C)(C)(C)C1=CC(=CC=2OC3=C(C21)C(=CC=C3)Cl)C(C)(C)C 1,3-di-tert-butyl-9-chlorodibenzo[b,d]furan